ClC=1C(=NC(NC1)=O)N 5-chlorocytosine